C(#N)CC[C@@H]1C[C@H](CCC1)NC1=C2C(=NC=C1C(=O)O)NC=C2 4-(((1S,3R)-3-(2-cyanoethyl)cyclohexyl)amino)-1H-pyrrolo[2,3-b]pyridine-5-carboxylic acid